C(C)(C)(C)OC(=O)NCCN1N=C(C(=C1)C(=O)OCC)C1=CC=CC=C1 Ethyl 1-(2-((tert-butoxycarbonyl)amino)ethyl)-3-phenyl-1H-pyrazole-4-carboxylate